ClC1=C(C=CC=C1Cl)C#CC1=NNC2=C1C=1N(C(=N2)N2CCC3([C@@H]([C@@H](OC3)C)N)CC2)C=CN1 (3S,4S)-8-(9-((2,3-dichlorophenyl)ethynyl)-7H-imidazo[1,2-c]pyrazolo[4,3-e]pyrimidin-5-yl)-3-methyl-2-oxa-8-azaspiro[4.5]decan-4-amine